8-methylphenyl-9,10-dihydro-9-oxa-10-phosphaphenanthrene-10-oxide CC=1C=CC=C2C=3C=CC=C(C3P(OC12)=O)C1=CC=CC=C1